1,3-bis[2-(4-cyanophenyl)propyl]benzene C(#N)C1=CC=C(C=C1)C(CC1=CC(=CC=C1)CC(C)C1=CC=C(C=C1)C#N)C